C(C1=CC=CC=C1)N1C=C(C2=CC=CC=C12)C=O 1-benzyl-indole-3-carbaldehyde